tert-butyl (R)-3-(4-methyl-5-(4-(trifluoromethyl)phenyl)furan-2-carbonyl)piperidine-1-carboxylate CC=1C=C(OC1C1=CC=C(C=C1)C(F)(F)F)C(=O)[C@H]1CN(CCC1)C(=O)OC(C)(C)C